((2S,3R,6R)-3-(((3-Methoxy-5-(trifluoromethyl)pyridin-2-yl)amino)methyl)-2,6-dimethylmorpholino)(6-methyl-3-(2H-1,2,3-triazol-2-yl)pyridin-2-yl)methanone COC=1C(=NC=C(C1)C(F)(F)F)NC[C@@H]1[C@@H](O[C@@H](CN1C(=O)C1=NC(=CC=C1N1N=CC=N1)C)C)C